statine N[C@@H](CC(C)C)[C@@H](O)CC(O)=O